C(C1=C(C=CC(=C1)I)O)C1=C(C=CC(=C1)I)O 2,2'-methylenebis(4-iodophenol)